N1N=CC=C1CN1N=CC2=C(C1=O)N(C1=C2N=C(S1)CC1=NC(=CC=C1)N)C 6-((1H-pyrazol-5-yl)methyl)-2-((6-aminopyridin-2-yl)methyl)-4-methyl-4,6-dihydro-5H-thiazolo[4',5':4,5]pyrrolo[2,3-d]pyridazin-5-one